trimethylethylene glycol di(methyl)acrylate CC(=CC(=O)O)C.CC(C(C)(C)O)O